ClC1=NC(=NC(=N1)C1=C(C=C(C=C1)C)C)C1=C(C=C(C=C1)C)C 2-chloro-4,6-bis(2',4'-dimethyl-phenyl)-1,3,5-triazine